FC1=C(C(=O)N[C@@H](CC/C=C/C(=O)N(C)C)C(=O)NC=2C(N(C=CC2)CC2=NC3=C(N2)C=CC=C3CC(C)C)=O)C=CC=C1 (S,E)-6-(2-Fluorobenzamido)-N7-(1-((4-isobutyl-1H-benzo[d]imidazol-2-yl)methyl)-2-oxo-1,2-dihydropyridin-3-yl)-N1,N1-dimethylhept-2-endiamid